methyl 2-(2-{2-[5-(5-fluoro-1-methylindazol-6-yl)naphthalen-1-yl]acetamido}acetamido)acetate FC=1C=C2C=NN(C2=CC1C1=C2C=CC=C(C2=CC=C1)CC(=O)NCC(=O)NCC(=O)OC)C